4-bromo-2-chloro-6-methyl-N-[(1E)-(methylamino)methylidene]benzamide BrC1=CC(=C(C(=O)/N=C/NC)C(=C1)C)Cl